4-methoxy-6-(piperazin-1-yl)pyrimidine COC1=NC=NC(=C1)N1CCNCC1